8-(6-((R)-1-(2-((R)-3-(difluoromethoxy)pyrrolidin-1-yl)ethoxy)ethyl)pyridin-3-yl)-7-fluoro-1-isopropyl-3-methyl-1H-imidazo[4,5-c]cinnolin-2(3H)-one FC(O[C@H]1CN(CC1)CCO[C@H](C)C1=CC=C(C=N1)C1=CC=2C3=C(N=NC2C=C1F)N(C(N3C(C)C)=O)C)F